CC=1N=C2N(C=C(C(=C2)C)N=C(C2=CC=CC=C2)C2=CC=CC=C2)C1 N-(2,7-dimethylimidazo[1,2-a]pyridin-6-yl)-1,1-diphenylmethanimine